ditolylamino oxalate C(C(=O)[O-])(=O)ON(C1=C(C=CC=C1)C)C1=C(C=CC=C1)C